4-(2-fluorophenyl)benzamide FC1=C(C=CC=C1)C1=CC=C(C(=O)N)C=C1